tert-Butyl 4-(4,6-dichloronicotinamido)piperidine-1-carboxylate ClC1=CC(=NC=C1C(=O)NC1CCN(CC1)C(=O)OC(C)(C)C)Cl